C[C@@H]([C@H]1CC[C@]2([C@H]1CC[C@@]3([C@@H]2CC[C@H]4[C@]3(CC[C@@H]5[C@@]4(CCCC5(C)C)C)C)C)C)[C@H]([C@H]([C@H]([C@H]([C@H](CN)O)O)O)O)O The molecule is a member of the class of hopanoids that is bacteriohopane-30,31,32,33,34-pentol carrying an additional amino substituent at position 35. Isolated from Methylococcus capsulatus. It has a role as a bacterial metabolite. It is a hopanoid, a pentol and a primary amino compound.